4-(((tert-Butyloxycarbonyl)amino)methyl)-1-oxo-1,2-dihydrophthalazine-6-carboxylic acid C(C)(C)(C)OC(=O)NCC1=NNC(C2=CC=C(C=C12)C(=O)O)=O